N-(5-fluoro-6-((6-(hydrazinocarbonyl)-7-methoxyquinolin-4-yl)oxy)pyridin-3-yl)-N-(4-fluorophenyl)cyclopropane-1,1-dicarboxamide FC=1C=C(C=NC1OC1=CC=NC2=CC(=C(C=C12)C(=O)NN)OC)N(C(=O)C1(CC1)C(=O)N)C1=CC=C(C=C1)F